tert-butyl 4-(2,6-dimethoxy-4-(4,4,5,5-tetramethyl-1,3,2-dioxaborolan-2-yl)phenoxy)piperidine-1-carboxylate COC1=C(OC2CCN(CC2)C(=O)OC(C)(C)C)C(=CC(=C1)B1OC(C(O1)(C)C)(C)C)OC